CN1C=2C=CC=CC2N(C2=CC=CC=C12)C=1C=C(C=CC1)C1=C(C(=C(C(=C1C1=NC=2C(=NC=CC2)N1C)C1=NC=2C(=NC=CC2)N1C)C1=NC=2C(=NC=CC2)N1C)C1=CC=CC=C1)C1=NC=2C(=NC=CC2)N1C 5-methyl-10-(2',4',5',6'-tetrakis(3-methyl-3H-imidazo[4,5-b]pyridin-2-yl)-[1,1':3',1''-terphenyl]-3-yl)-5,10-dihydrophenazine